pyrrolidine-2-carbonitrile N1C(CCC1)C#N